(2,4,6-trifluorobenzyl)-1-(((R)-5,5,5-trifluoropent-1-en-3-yl)amino)-1,4-dihydropyridine-2,5-dicarboxamide FC1=C(CC2=C(N(C=C(C2)C(=O)N)N[C@@H](C=C)CC(F)(F)F)C(=O)N)C(=CC(=C1)F)F